(S)-6-(4-(2-(2-(1-(6-oxo-5-(trifluoromethyl)-1-((2-(trimethylsilyl)ethoxy)methyl)-1,6-dihydropyridazin-4-yl)pyrrolidin-2-yl)ethoxy)acetyl)piperazin-1-yl)nicotinonitrile O=C1C(=C(C=NN1COCC[Si](C)(C)C)N1[C@@H](CCC1)CCOCC(=O)N1CCN(CC1)C1=NC=C(C#N)C=C1)C(F)(F)F